C1(CC1)C=1C(=NON1)C(=O)N[C@H](C=1N=C2N(N=CC(=C2)C[C@@H]2C(NCC[C@@H]2C(F)(F)F)=O)C1)C1CCC(CC1)(F)F |o1:21,26| 4-Cyclopropyl-N-((S)-(4,4-difluorocyclohexyl)(7-(((3S*,4S*)-2-oxo-4-(trifluoromethyl)piperidin-3-yl)methyl)imidazo[1,2-b]pyridazin-2-yl)methyl)-1,2,5-oxadiazole-3-carboxamide